1-[2-oxo-2-(2-thienyl)ethyl]-6-[3-(trifluoromethyl)phenyl]-3H-imidazo[4,5-b]pyridin-2-one O=C(CN1C(NC2=NC=C(C=C21)C2=CC(=CC=C2)C(F)(F)F)=O)C=2SC=CC2